N[C@H]1C[C@H](N(CC1)C(=O)N1CC(CCC1)(C)C)C1=CC=CC=C1 1-((2S,4R)-4-amino-2-phenylpiperidine-1-carbonyl)-3,3-dimethylpiperidine